1,2-Dimethoxyphenol COC1(C(C=CC=C1)OC)O